(2R,3S,4R,5R)-5-(4-(2-butoxy-2-methylpropanamido)pyrrolo[2,1-f][1,2,4]triazin-7-yl)-5-cyano-2-((2-cycloheptylacetoxy)methyl)-4-hydroxytetrahydrofuran-3-yl L-valinate N[C@@H](C(C)C)C(=O)O[C@@H]1[C@H](O[C@@]([C@@H]1O)(C#N)C1=CC=C2C(=NC=NN21)NC(C(C)(C)OCCCC)=O)COC(CC2CCCCCC2)=O